3,3-dimethyl-pentanenitrile CC(CC#N)(CC)C